N-(1-cyclopropyl)aniline C1(CC1)NC1=CC=CC=C1